CC=1C=C(C(=O)N)C=CC1NC1=NC=C(C(=N1)NCC1=CC(=CC=C1)N(S(=O)(=O)C)C)C(F)(F)F 3-methyl-4-{[4-({3-[methyl(methylsulfonyl)amino]benzyl}amino)-5-(trifluoromethyl)pyrimidin-2-yl]amino}benzamide